(4-(4-((5-cyano-6-(2H-1,2,3-triazol-2-yl)pyridin-3-yl)carbamoyl)-5-(trifluoromethyl)-1H-pyrazol-1-yl)-3-methylpyridin-2-yl)carbamic acid tert-butyl ester C(C)(C)(C)OC(NC1=NC=CC(=C1C)N1N=CC(=C1C(F)(F)F)C(NC=1C=NC(=C(C1)C#N)N1N=CC=N1)=O)=O